N-(4-isopropoxypyridin-2-yl)-3-(5-methoxypyridin-2-yl)-1,2,4-thiadiazol-5-amine C(C)(C)OC1=CC(=NC=C1)NC1=NC(=NS1)C1=NC=C(C=C1)OC